2-amino-N-[4-(1-methylindol-6-yl)thiazol-2-yl]acetamide NCC(=O)NC=1SC=C(N1)C1=CC=C2C=CN(C2=C1)C